(S)-2-((t-butoxy)amino)-3-methylbutyric acid C(C)(C)(C)ON[C@H](C(=O)O)C(C)C